4-(4-(1-(tetrahydro-2H-pyran-2-yl)-1H-pyrazol-4-yl)phenyl)-3,6-Dihydropyridine-1(2H)-carboxylic acid tert-butyl ester C(C)(C)(C)OC(=O)N1CCC(=CC1)C1=CC=C(C=C1)C=1C=NN(C1)C1OCCCC1